FC=1C=C(C=CC1NC(=O)C=1N=CC=2N(C1)C=C(N2)C)N2C[C@H](N(CC2)C(=O)OC(C)(C)C)C tert-butyl (R)-4-(3-fluoro-4-(2-methylimidazo[1,2-a]pyrazine-6-carboxamido)phenyl)-2-methylpiperazine-1-carboxylate